tertbutyl 3-(4-bromo-2-methylbenzyl)azetidine-1-carboxylate BrC1=CC(=C(CC2CN(C2)C(=O)OC(C)(C)C)C=C1)C